benzyl (3S)-3-(tert-butoxycarbonylamino)-5-oxo-piperidine-1-carboxylate C(C)(C)(C)OC(=O)N[C@@H]1CN(CC(C1)=O)C(=O)OCC1=CC=CC=C1